5-(3-fluoropiperidin-1-yl)pyridin-2-amine FC1CN(CCC1)C=1C=CC(=NC1)N